N-(2,6-dioxopiperidin-3-yl)pyridine-2-amide tert-butyl-N-[(1R)-5-bromo-2,3-dihydro-1H-inden-1-yl]carbamate C(C)(C)(C)OC(N[C@@H]1CCC2=CC(=CC=C12)Br)=O.O=C1NC(CCC1NC(=O)C1=NC=CC=C1)=O